4-ethyl-3-(N-(4-(methylsulfonyl)-[1,1'-biphenyl]-2-yl)sulfamoyl)benzoic acid C(C)C1=C(C=C(C(=O)O)C=C1)S(NC1=C(C=CC(=C1)S(=O)(=O)C)C1=CC=CC=C1)(=O)=O